N-[4-(azetidin-3-yloxy)-2-nitro-phenyl]-6-[2-(2,6-dichloro-3,5-dimethoxy-anilino)-3-pyridinyl]pyrimidin-4-amine N1CC(C1)OC1=CC(=C(C=C1)NC1=NC=NC(=C1)C=1C(=NC=CC1)NC1=C(C(=CC(=C1Cl)OC)OC)Cl)[N+](=O)[O-]